3-[2-(5-ethoxypyridin-3-yl)phenyl]Propionic acid C(C)OC=1C=C(C=NC1)C1=C(C=CC=C1)CCC(=O)O